5-bromo-2-[2-(trimethylsilyl)ethynyl]-3-hydroxypyridine BrC=1C=C(C(=NC1)C#C[Si](C)(C)C)O